ClC=1N=CC=2N3C(N(C2N1)C1CCOCC1)=NCC3 2-chloro-9-(tetrahydro-2H-pyran-4-yl)-7,9-dihydro-6H-imidazo[2,1-f]purine